ClC=1C(=CC2=C(C[C@@](O2)([C@H]2NCCC2)C2=CC=CC=C2)C1C=1C(=CC2=C(OC[C@@H](N2)C)C1F)C(=O)N)F (S)-7-((S)-5-Chloro-6-fluoro-2-phenyl-2-((S)-pyrrolidin-2-yl)-2,3-dihydrobenzofuran-4-yl)-8-fluoro-3-methyl-3,4-dihydro-2H-benzo[b][1,4]oxazine-6-carboxamide